3-((3,4-difluorobenzyl)oxy)-4-methoxy-7,8-dihydro-1H,6H,9H-7,8a-methanopyrrolo[1',2':3,4]imidazo[1,2-c]pyrimidin-1-one FC=1C=C(COC=2C(=C3N(C(N2)=O)CC24N3CC(C2)C4)OC)C=CC1F